4-(3-(cyclopropylmethoxy)-4-(difluoromethoxy)phenethyl)benzoic acid C1(CC1)COC=1C=C(CCC2=CC=C(C(=O)O)C=C2)C=CC1OC(F)F